ClC=1C(=C(C=CC1)NC(=O)C1=CC(=CC=2NC(=NC21)COC)NC(=O)C2=C(C=CC(=C2)Cl)Cl)C N-(3-chloro-2-methylphenyl)-6-{[(2,5-dichlorophenyl)carbonyl]amino}-2-(methoxymethyl)-1H-benzimidazole-4-carboxamide